2-acetyl-3,6-diethoxypyridin-4-one C(C)(=O)C1=NC(=CC(C1OCC)=O)OCC